C1(=CC=CC=C1)P(OC(C1=C(C=C(C=C1C)C)C)=O)([O-])=O L-2,4,6-trimethylbenzoyl phenylphosphonate